C(C)C(C(=O)[O-])CCCC.C(C)C(C(=O)[O-])CCCC.C(C)C(C(=O)[O-])CCCC.C(CCC)[Sn+3] butyl-tin tris(2-ethylhexanoate)